BrC1=C2C=CC=NC2=C(C(=C1)I)/N=C/N(C)C (E)-N'-(5-bromo-7-iodoquinolin-8-yl)-N,N-dimethylmethanimidamide